O=C1NC(CCC1N1C(C2=CC=C(C=C2C1)CNC(=O)NC=1C=C(N(C)CC(C(=O)OC(C)(C)C)=C)C=CC1)=O)=O tert-butyl 2-[[3-[[2-(2,6-dioxo-3-piperidyl)-1-oxo-isoindolin-5-yl]methylcarbamoylamino]-N-methyl-anilino]methyl]prop-2-enoate